(6-chloro-1-methoxynaphthalen-2-yl)boric acid ClC=1C=C2C=CC(=C(C2=CC1)OC)OB(O)O